7-fluoro-3-hydroxy-8-(m-tolylsulfonyl)quinazoline-2,4(1H,3H)-dione FC1=CC=C2C(N(C(NC2=C1S(=O)(=O)C=1C=C(C=CC1)C)=O)O)=O